(1R,3S)-3-(3-((3-methoxy-1,2,4-triazin-5-yl)amino)-1H-pyrazol-5-yl)cyclopentyl(1-methylcyclopropyl)carbamate COC=1N=NC=C(N1)NC1=NNC(=C1)[C@@H]1C[C@@H](CC1)N(C([O-])=O)C1(CC1)C